ClC=1C=C2C(=CN=C(C2=CN1)N1[C@@H](CC1)C)[C@@H](CO)C (S)-2-(6-chloro-1-((R)-2-methylazetidin-1-yl)-2,7-naphthyridin-4-yl)propan-1-ol